BrC=1C(=C(C(=CC1C)C)NC(=O)CC[C@H](C(=O)O)NC(=O)OC(C)(C)C)C (2R)-4-[(3-bromo-2,4,6-trimethylphenyl)carbamoyl]-2-{[(tert-butoxy)carbonyl]-amino}butanoic acid